N1=C(C=CC=C1)C(C(=O)OC)C methyl 2-(pyridin-2-yl)propanoate